N-(3-(7-(2,6-dioxo-piperidin-3-yl)-3-fluorobenzofuran-2-yl)prop-2-yn-1-yl)-5-(8-(7-isopropyl-1,3-dimethyl-2-oxo-2,3-dihydro-1H-benzo[d]imidazol-5-yl)isoquinolin-3-yl)picolinamide O=C1NC(CCC1C1=CC=CC=2C(=C(OC21)C#CCNC(C2=NC=C(C=C2)C=2N=CC1=C(C=CC=C1C2)C2=CC1=C(N(C(N1C)=O)C)C(=C2)C(C)C)=O)F)=O